C1(=CC=C(C=C1)C=1C=C(C=C(C1C1=CC=CC=C1)C(C)(C)C)C1=NNC=N1)C1=CC=CC=C1 3-(4-biphenylyl)-4-phenyl-5-tert-butylphenyl-1,2,4-triazole